NC1=NC=2C=C(C(=CC2C2=C1COC2)C(=O)N2CC(C2)C2=NC=C(C=C2)C(F)(F)F)F (4-amino-7-fluoro-1,3-dihydrofuro[3,4-c]quinolin-8-yl)(3-(5-(trifluoromethyl)-2-pyridinyl)-1-azetidinyl)methanone